FC(C)(F)C=1N=CN(C(C1OC=1C=C(C#N)C=C(C1)C)=O)CC=1C(NC(=CC1C)C)=O 3-((4-(1,1-difluoroethyl)-1-((4,6-dimethyl-2-oxo-1,2-dihydropyridin-3-yl)methyl)-6-oxo-1,6-dihydropyrimidin-5-yl)oxy)-5-methylbenzonitrile